N-[2-Methoxy-6-[2-(morpholinomethyl)pyrimidin-5-yl]-3-pyridyl]-5-methyl-3-phenyl-isoxazole-4-carboxamide COC1=NC(=CC=C1NC(=O)C=1C(=NOC1C)C1=CC=CC=C1)C=1C=NC(=NC1)CN1CCOCC1